2-(3-oxobutyl)benzoic acid O=C(CCC1=C(C(=O)O)C=CC=C1)C